[Pb].[Ag].[Pd] palladium-silver-lead